FC(C(=O)N1CC(C1)N1C(N(C2=NC=CC(=C21)C#CC2CN(C2)C)C2=CC=C(C=C2)C(F)(F)F)=O)=C 1-[1-(2-fluoroacryloyl)azetidin-3-yl]-7-[(1-methylazetidin-3-yl)ethynyl]-3-[4-(trifluoromethyl)phenyl]-2,3-dihydro-1H-imidazo[4,5-b]pyridin-2-one